O[C@H](C#CC=1C=C(C=2N(C1)N=CC2C#N)C=2C=NC(=CC2)N2CC1N(C(C2)C1)CC=1C=NC(=CC1)OC)C 6-((S)-3-hydroxybut-1-yn-1-yl)-4-(6-(6-((6-methoxypyridin-3-yl)methyl)-3,6-diazabicyclo[3.1.1]heptan-3-yl)pyridin-3-yl)pyrazolo[1,5-a]pyridin-3-carbonitrile